COC=1C=C2C(=NC(=NC2=CC1OC)C)NC(C)C1=CC=C(S1)C1=C(CN(CCO)C)C=CC=C1 2-{[2-(5-{1-[(6,7-dimethoxy-2-methylquinazolin-4-yl)amino]ethyl}thiophen-2-yl)benzyl](methyl)amino}ethanol